N-cyclobutyl-2-(2,6-dichloro-4-(6-(difluoromethyl)-3,5-dioxo-4,5-dihydro-1,2,4-triazin-2(3H)-yl)phenoxy)-5-hydroxypyridine-4-sulfonamide C1(CCC1)NS(=O)(=O)C1=CC(=NC=C1O)OC1=C(C=C(C=C1Cl)N1N=C(C(NC1=O)=O)C(F)F)Cl